tris(2-acryloyloxyethyl)(2,4-bis(trifluoromethyl)phenyl)ammonium C(C=C)(=O)OCC[N+](C1=C(C=C(C=C1)C(F)(F)F)C(F)(F)F)(CCOC(C=C)=O)CCOC(C=C)=O